decanebisphosphonic acid C(CCCCCCCCCP(O)(=O)O)P(O)(=O)O